CN=C1N(C(N(C12CCC2)C2=CC=C(C=C2)C)=S)C2=CC(=C(C#N)C=C2)C(F)(F)F 4-(8-methylimino-6-thioxo-5-p-tolyl-5,7-diaza-spiro[3.4]oct-7-yl)-2-trifluoromethyl-benzonitrile